NC1=NC=CC(=C1)C1=NC=CC=N1 2-(2-aminopyridin-4-yl)pyrimidine